ClCCCN(C)C 3-Chloro-N,N-dimethyl-propan-1-amin